C(C)(C)(C)C1=NC(=NO1)C(=O)NCC1=C(C(=C(C(=C1)F)C1=NC=NN2C1=CC=C2)F)C 5-(tert-butyl)-N-(3,5-difluoro-2-methyl-4-(pyrrolo[2,1-f][1,2,4]triazin-4-yl)benzyl)-1,2,4-oxadiazole-3-carboxamide